C(C)S(=O)(=O)N[C@@H]1[C@@H](N(CC1(F)F)C(=O)OC(C)(C)C)CC1=C(C(=CC=C1)C(=C)C1=NC=CC=C1C)F tert-Butyl (2S,3R)-3-[(ethanesulfonyl)amino]-4,4-difluoro-2-({2-fluoro-3-[1-(3-methylpyridin-2-yl)ethenyl]phenyl}methyl)pyrrolidine-1-carboxylate